FC(C(C(Cl)F)(F)F)(Cl)F 1,1,2,2,3-pentafluoro-1,3-dichloropropane